(R)-2-amino-5-(4-chlorophenyl)-4-oxo-4,5-dihydrofuran-3-yl-5-d ethane-1-sulfonate C(C)S(=O)(=O)OC1=C(O[C@](C1=O)([2H])C1=CC=C(C=C1)Cl)N